2-(2-(1-methylcyclopropyl)-3-(tetrahydro-2H-pyran-4-yloxy)phenyl)-2-(3-(5-(5,6,7,8-tetrahydro-1,8-naphthyridin-2-yl)pentyloxy)azetidin-1-yl)acetic acid CC1(CC1)C1=C(C=CC=C1OC1CCOCC1)C(C(=O)O)N1CC(C1)OCCCCCC1=NC=2NCCCC2C=C1